1,1,1-trifluoroacetylacetone CC(=O)CC(=O)C(F)(F)F